C(C)OC(=O)C1=CN(C2=NC=C(C=C2C1=O)B1OC(C(O1)(C)C)(C)C)N(C1CC1)C(=O)OC(C)(C)C 1-((tert-Butoxycarbonyl)(cyclopropyl)amino)-4-oxo-6-(4,4,5,5-tetramethyl-1,3,2-dioxaborolan-2-yl)-1,4-dihydro-1,8-naphthyridine-3-carboxylic acid ethyl ester